CC1=C(N=C2C(=N1)N=CCC2=O)N2N=CC=C2 3-methyl-8-oxo-2-(1H-pyrazol-1-yl)pyrido[2,3-b]pyrazin